4-(1-(((R)-tert-butylsulfinyl)-1,2,3,4-tetrahydro-1,8-naphthyridin-2-yl)butoxy)pyrrolidine-1-carboxylate C(C)(C)(C)[S@@](=O)N1C(CCC2=CC=CN=C12)C(CCC)OC1CCN(C1)C(=O)[O-]